N-(4-((2-(1,1-difluoroethyl)-6-methylpyrimidin-4-yl)amino)-5-(2-(methoxymethyl)thiazol-4-yl)pyridin-2-yl)acetamide FC(C)(F)C1=NC(=CC(=N1)NC1=CC(=NC=C1C=1N=C(SC1)COC)NC(C)=O)C